C1(CC1)C(=O)N1[C@@H](CN(CC1)C1=NC(=NC=C1C#N)C=1C=NN(C1)C(F)F)C 4-[(3R)-4-(cyclopropylcarbonyl)-3-methylpiperazin-1-yl]-2-[1-(difluoromethyl)-1H-pyrazol-4-yl]pyrimidine-5-carbonitrile